N-(2-fluoro-5-((3-methyl-4-oxo-3,4-dihydroquinazolin-6-yl)oxy)phenyl)-1-(4-fluorophenyl)-5-(methylsulfinyl)-1H-pyrazole-3-carboxamide FC1=C(C=C(C=C1)OC=1C=C2C(N(C=NC2=CC1)C)=O)NC(=O)C1=NN(C(=C1)S(=O)C)C1=CC=C(C=C1)F